C(C)C=1C=C(N2C=C(C=C(C12)C)C)C(C1=CC=C(C=C1)Br)=O Ethyl-3-(4-bromobenzoyl)-6,8-dimethylindolizine